C(#N)CC(=O)N1C[C@@H]([C@@H](CC1)C)N(C=1C2=C(N=CN1)N(C=C2)C(=O)NC2=CC=C(C=C2)C2CCNCC2)C 4-(((3R,4R)-1-(2-cyanoacetyl)-4-methylpiperidin-3-yl)(methyl)amino)-N-(4-(piperidin-4-yl)phenyl)-7H-pyrrolo[2,3-d]pyrimidine-7-carboxamide